BrC1=C2C=NNC2=CC2=C1C[C@@H](C2)C |r| racemic-4-bromo-6-methyl-1,5,6,7-tetrahydrocyclopenta[f]indazole